(E)-ethyl 3-(5-(4-(tert-butyl)phenylsulfonamido)benzo[b]thiophen-2-yl)acrylate C(C)(C)(C)C1=CC=C(C=C1)S(=O)(=O)NC1=CC2=C(SC(=C2)/C=C/C(=O)OCC)C=C1